C(C)(C)(C)OOC(C)(C)C1=C(C=CC=C1)C(C)(C)OOC(C)(C)C di-(t-butyl-peroxy-isopropyl)benzene